N4-(benzo[d]oxazol-2(3H)-on-5-yl)-N2-(6-(4-tert-butyloxycarbonylpiperazin-1-yl)pyridin-3-yl)-5-methylpyrimidine-2,4-diamine O1C(NC2=C1C=CC(=C2)NC2=NC(=NC=C2C)NC=2C=NC(=CC2)N2CCN(CC2)C(=O)OC(C)(C)C)=O